(S)-2-hydroxy-N-(4-methoxyphenylethyl)propionamide O[C@H](C(=O)NCCC1=CC=C(C=C1)OC)C